1-(4-(6-ethoxypyridin-3-yl)-3-(2H-tetrazol-5-yl)phenyl)-3-((trans)-4-methylcyclohexyl)urea C(C)OC1=CC=C(C=N1)C1=C(C=C(C=C1)NC(=O)N[C@@H]1CC[C@H](CC1)C)C=1N=NNN1